ClC=1C(=CC(=C(C1)C=1C=C2C(=NN=C(C2=CC1)NCC1=C(C=C(C=C1)OC)OC)C)C(F)(F)F)OC 6-[5-CHLORO-4-METHOXY-2-(TRIFLUOROMETHYL)PHENYL]-N-[(2,4-DIMETHOXYPHENYL)METHYL]-4-METHYLPHTHALAZIN-1-AMINE